3-{2-fluoro-4-methoxy-5-[(2-methoxy-1,3-benzoxazol-4-yl)methoxy]phenyl}-2,4-dioxo-1H-thieno[3,4-d]pyrimidine-5-carboxylic acid FC1=C(C=C(C(=C1)OC)OCC1=CC=CC2=C1N=C(O2)OC)N2C(NC=1C(C2=O)=C(SC1)C(=O)O)=O